CCCCC/C=C\C=C\C(=O)OCC Ethyl decadienoate